4-[4-(1,3-benzothiazol-2-ylmethyl)piperazin-1-yl]-2-isobutyl-N-methyl-5-(2H-tetrazol-5-yl)aniline S1C(=NC2=C1C=CC=C2)CN2CCN(CC2)C2=CC(=C(NC)C=C2C=2N=NNN2)CC(C)C